O[C@H]1CN(CC1)C(=O)C1=NN=C(S1)C=1C(=CC(=NC1)C1=CC=C2N1N=CC(=C2)C#N)NC(C)C (R)-7-(5-(5-(3-hydroxypyrrolidine-1-carbonyl)-1,3,4-thiadiazol-2-yl)-4-(isopropylamino)pyridin-2-yl)pyrrolo[1,2-b]pyridazine-3-carbonitrile